C(C)OC(CC1CC2C(CN(C2)C(=O)OC(C)(C)C)C1)=O tert-Butyl 5-(2-ethoxy-2-oxoethyl)hexahydrocyclopenta[c]pyrrole-2(1H)-carboxylate